2-[(2S)-4-[7-(8-bromo-1-naphthyl)-2-chloro-6,8-dihydro-5H-pyrido[3,4-d]pyrimidin-4-yl]piperazin-2-yl]acetonitrile BrC=1C=CC=C2C=CC=C(C12)N1CC=2N=C(N=C(C2CC1)N1C[C@@H](NCC1)CC#N)Cl